COC=1C=C(CN2CC(C=C3C4=C5C(C[C@@H]23)=CNC5=CC=C4)C(=O)O)C=CC1 (6aR)-7-(3-methoxybenzyl)-4,6,6a,7,8,9-hexahydroindolo[4,3-fg]quinoline-9-carboxylic acid